4,5-difluoro-phenyl ethylene carbonate C(O)(O)=O.FC1=CC=C(C=C1F)C=C